BrC1=NC(=C(C(=O)NS(=O)(=O)C2=NC(=CC=C2)F)C=C1)N1C(C[C@@H](C1)CCCN(C(=O)OC(C)(C)C)C(=O)OC(C)(C)C)(C)C (S)-6-bromo-2-(4-(3-(bis-Boc-amino)propyl)-2,2-dimethylpyrrolidin-1-yl)-N-((6-fluoropyridin-2-yl)sulfonyl)nicotinamide